C(CCCCC)CN(C)C n-hexyltrimethylamine